4-(2-((tert-Butyldimethylsilanyloxy)acetamido)-1-(4-(trifluoromethoxy)phenyl)-1H-pyrazolo[3,4-b]pyridin-3-yl)azetidine-1-carboxylic acid tert-butyl ester C(C)(C)(C)OC(=O)N1CCC1C1N(N(C2=NC=CC=C21)C2=CC=C(C=C2)OC(F)(F)F)NC(CO[Si](C)(C)C(C)(C)C)=O